3-[5-(benzylthio)-2-[bis(2-methylpropyl)amino]phenyl]-1-(2,4-difluorophenyl)urea C(C1=CC=CC=C1)SC=1C=CC(=C(C1)NC(NC1=C(C=C(C=C1)F)F)=O)N(CC(C)C)CC(C)C